N-(2-((3S,4R)-3-fluoro-4-methoxypiperidin-1-yl)pyrimidin-4-yl)-5-isopropyl-8-(3-(methylsulfonylmethyl)azetidin-1-yl)isoquinolin-3-amine F[C@H]1CN(CC[C@H]1OC)C1=NC=CC(=N1)NC=1N=CC2=C(C=CC(=C2C1)C(C)C)N1CC(C1)CS(=O)(=O)C